C(C)C1OCCC(C1)[Zn]I (2-Ethyloxacyclohexan-4-yl)-iodozinc